3-((4-(5-chloro-1-((4-fluoropiperidin-4-yl)methyl)-1H-indol-7-yl)pyrrolo[2,1-f][1,2,4]triazin-6-yl)methyl)pyrimidine-2,4(1H,3H)-dione hydrochloride Cl.ClC=1C=C2C=CN(C2=C(C1)C1=NC=NN2C1=CC(=C2)CN2C(NC=CC2=O)=O)CC2(CCNCC2)F